tert-butyl (5-((S)-2-(((benzyloxy)carbonyl)amino)-2-cyclohexylacetamido)-2-(methylcarbamoyl)-2,3-dihydro-1H-inden-2-yl)carbamate C(C1=CC=CC=C1)OC(=O)N[C@H](C(=O)NC=1C=C2CC(CC2=CC1)(C(NC)=O)NC(OC(C)(C)C)=O)C1CCCCC1